C(\C=C\C(=O)OCCCCCCN1CCOCC1)(=O)OC Methyl (6-morpholinohexyl) fumarate